(R)-3-(methoxymethyl)-2-(4,4,5,5-tetramethyl-1,3,2-dioxaborolan-2-yl)hepta-1,6-dien-3-ol COC[C@](C(=C)B1OC(C(O1)(C)C)(C)C)(CCC=C)O